benzyl (3aR,6aR)-2-(4-fluoro-2-methyl-phenyl)-1,3,3a,4,6,6a-hexahydropyrrolo[3,4-c]pyrrole-5-carboxylate FC1=CC(=C(C=C1)N1C[C@@H]2CN(C[C@H]2C1)C(=O)OCC1=CC=CC=C1)C